C(C)(=O)N[C@H]1[C@@H](O[C@@H]([C@@H]([C@@H]1OC(C)=O)OC(C)=O)COC(C)=O)OCCCCC(=O)O 5-[(2R,3R,4R,5R,6R)-3-acetamido-4,5-diacetoxy-6-(acetoxymethyl)tetrahydropyran-2-yl]oxypentanoic acid